C(C)(C)N(C1=CC=C2CCN(CC2=C1)C)C=1C(N(C=CC1)C)=O (isopropyl-(2-(methyl)-1,2,3,4-tetrahydroisoquinolin-7-yl)amino)-1-methylpyridin-2(1H)-one